C[C@@H]1N(CC1)C1=NC(=CC(=N1)C=1C=NN(C1)CC(=O)N1CCNCC1)C(F)(F)F 2-(4-{2-[(2S)-2-methylazetidin-1-yl]-6-(trifluoromethyl)pyrimidin-4-yl}-1H-pyrazol-1-yl)-1-(piperazin-1-yl)ethan-1-one